(2-((1R,4S)-3-(6-methylpyridin-2-ylcarbamoyl)-2-azabicyclo[2.2.1]heptan-2-yl)-2-oxoethyl)-5-(5,6,7,8-tetrahydronaphthalen-2-yl)-1H-indole-3-carboxamide CC1=CC=CC(=N1)NC(=O)C1N([C@@H]2CC[C@H]1C2)C(CN2C=C(C1=CC(=CC=C21)C2=CC=1CCCCC1C=C2)C(=O)N)=O